(R)-2-(5-((5-(2-amino-6-bromo-1H-benzo[d]imidazol-1-yl)-4-methylpentyl)oxy)-1-methyl-1H-pyrazol-4-yl)-6-methylisonicotinic acid NC1=NC2=C(N1C[C@@H](CCCOC1=C(C=NN1C)C=1C=C(C(=O)O)C=C(N1)C)C)C=C(C=C2)Br